6-{4-[(4-{7-Azaspiro[3.5]nonan-2-yloxy}piperidin-1-yl)methyl]-2,3-dihydroindol-1-yl}-N-[(1R,2R)-2-methoxycyclobutyl]-8-(methylamino)imidazo[1,2-b]pyridazine-3-carboxamide C1C(CC12CCNCC2)OC2CCN(CC2)CC2=C1CCN(C1=CC=C2)C=2C=C(C=1N(N2)C(=CN1)C(=O)N[C@H]1[C@@H](CC1)OC)NC